C1(CC1)N1CCS(C2=C(C1=O)SC(=C2)C2=NC(=NC=C2C(F)(F)F)NC2=C(C=C(C=C2)C2CCN(CC2)CC)C2CC2)(=O)=O 4-cyclopropyl-7-(2-((2-cyclopropyl-4-(1-ethylpiperidin-4-yl)phenyl)amino)-5-(trifluoromethyl)pyrimidin-4-yl)-3,4-dihydrothieno[2,3-f][1,4]thiazepin-5(2H)-one 1,1-dioxide